isoundecanoic acid C(CCCCCCCC(C)C)(=O)O